altro-heptulose OCC(=O)[C@@H](O)[C@H](O)[C@H](O)[C@H](O)CO